COC=1C=C(C=CC1OC1=CC=CC=C1)NC(=O)NC1=CC(=CC=C1)OC 1-(3-methoxy-4-phenoxy-phenyl)-3-(3-methoxyphenyl)urea